C(C)C1=C(C(=C(C=C1)N)CC)N 1,3-diethyl-2,4-diaminobenzene